(R)-3-bromo-N-((5-chloro-2-methoxyphenyl)(1H-indol-2-yl)methyl)benzamide BrC=1C=C(C(=O)N[C@@H](C=2NC3=CC=CC=C3C2)C2=C(C=CC(=C2)Cl)OC)C=CC1